tert-Butyl N-[5-[[5-(2-chlorophenyl)-1,3,4-thiadiazol-2-yl]carbamoyl]isoxazol-3-yl]carbamate ClC1=C(C=CC=C1)C1=NN=C(S1)NC(=O)C1=CC(=NO1)NC(OC(C)(C)C)=O